N-ethyl-benzimidazolium C(C)[N+]1=CNC2=C1C=CC=C2